ClC=1C(=C(C(=O)O)C=C(C1)C(C)(C)C1=CC=C(C=C1)OCC1=NC(=NC=C1)NS(=O)(=O)C)OCCCl 3-chloro-2-(2-chloroethoxy)-5-(2-(4-((2-(methylsulfonamido)pyrimidin-4-yl)methoxy)phenyl)propan-2-yl)benzoic acid